O1[C@@H](COCC1)CO (R)-(1,4-dioxane-2-yl)methanol